(S)-2-chloro-12-(ethylthio)-1-fluoro-5a,6,9,10-tetrahydro-8H-7-oxa-3,10a,11,13-tetraazanaphtho[1,8-ab]heptalen-4-yl trifluoromethanesulfonate FC(S(=O)(=O)OC=1C2=C3C(N4CCCOC[C@@H]4C1)=NC(=NC3=C(C(=N2)Cl)F)SCC)(F)F